FC(OC=1C=2N(C=C(C1)C(F)(F)F)C[C@@]1(CCCC3=C(C(=CC=C13)F)F)N2)F (S)-8-(difluoromethoxy)-5',6'-difluoro-6-(trifluoromethyl)-3',4'-dihydro-2'H,3H-spiro[imidazo[1,2-a]pyridine-2,1'-naphthalene]